ClC=1C=CC(=C(C1)C1=C2C(=NC(=C1)C)C(=CS2)C(=O)OC)OCCN2C(=NC=1C(CC(CC1C2=O)=O)(C)C)C methyl 7-(5-chloro-2-(2-(2,8,8-trimethyl-4,6-dioxo-5,6,7,8-tetrahydroquinazolin-3(4H)-yl)ethoxy)phenyl)-5-methylthieno[3,2-b]pyridine-3-carboxylate